C1OCC12CC(C2)COC2=NN=C(S2)N 5-((2-oxaspiro(3.3)hept-6-yl)methoxy)-1,3,4-thiadiazol-2-amine